C(#N)\C(=C/C(=O)[O-])\C1=CC=CC=C1 (Z)-3-cyano-3-phenylacrylate